[F-].C(CCCCCC)[N+]1(CCCC1)CCCC 1-heptyl-1-butylpyrrolidinium fluoride